N-({4-amino-1H,3H-furo[3,4-c]quinolin-7-yl}methyl)-2-cyclopropyl-N-(4,4-difluoro-1,1-di-oxo-3,4-dihydro-2H-1λ6-benzothiopyran-8-yl)pyrimidine-5-carboxamide NC1=NC=2C=C(C=CC2C2=C1COC2)CN(C(=O)C=2C=NC(=NC2)C2CC2)C2=CC=CC=1C(CCS(C12)(=O)=O)(F)F